C(C)(=O)C1=C(C=C(C=C1)Cl)C=1C(=NN(C(C1)=O)[C@H](C(=O)NC1=CC=C(C(=O)OC(C)(C)C)C=C1)CC1=CC=CC=C1)OCCO tert-butyl (S)-4-(2-(4-(2-acetyl-5-chlorophenyl)-3-(2-hydroxyethoxy)-6-oxopyridazine-1(6H)-yl)-3-phenylpropanamido)benzoate